N1=CN=CC(=C1)C(C(=O)N)CC (pyrimidin-5-yl)butanamide